7-(3,4-dimethoxyphenyl)-N-(3-fluorophenyl)pyrazolo[1,5-a]pyrimidine COC=1C=C(C=CC1OC)C1=CC=NC=2N1N(CC2)C2=CC(=CC=C2)F